C(CCCCCCC)C1=CC=C(OCC(CN2C=CC3=CC(=CC=C23)C(=O)O)=O)C=C1 1-[3-(4-octylphenoxy)-2-oxopropyl]Indole-5-carboxylic acid